N-(3-carbamoyl-5,5,7,7-tetramethyl-4H-thieno[2,3-c]pyran-2-yl)-4-(3-methoxypropyl)-1H-pyrazole-3-carboxamide C(N)(=O)C1=C(SC=2C(OC(CC21)(C)C)(C)C)NC(=O)C2=NNC=C2CCCOC